1-methyl-2,5-dihydro-1H-1,2,3,4-tetrazole-5-thione CN1NN=NC1=S